2-((3-aminophenyl)amino)-6-(2-chlorophenyl)-7H-pyrano[2,3-d]pyrimidin-7-one NC=1C=C(C=CC1)NC=1N=CC2=C(N1)OC(C(=C2)C2=C(C=CC=C2)Cl)=O